C(C)(=O)N1C(CCC2=CC(=CC=C12)C1=CC=C(C=C1)C(CBr)=O)C 1-(4-(1-acetyl-2-methyl-1,2,3,4-tetrahydroquinolin-6-yl)phenyl)-2-bromoethan-1-one